2-(2-bromopyridin-4-yl)-6-fluoro-5-nitrobenzo[D]oxazole BrC1=NC=CC(=C1)C=1OC2=C(N1)C=C(C(=C2)F)[N+](=O)[O-]